5-((4-ethyl-6,6-dimethylmorpholin-3-yl)methoxy)isobenzofuran-1(3H)-one C(C)N1C(COC(C1)(C)C)COC=1C=C2COC(C2=CC1)=O